(2R,3S)-Methyl 3-(1,4-dimethyl-1H-benzo[d][1,2,3]triazol-5-yl)-3-(3-(((4-methoxybenzyl)oxy)methyl)-4-methylphenyl)-2-methylpropanoate CN1N=NC2=C1C=CC(=C2C)[C@@H]([C@H](C(=O)OC)C)C2=CC(=C(C=C2)C)COCC2=CC=C(C=C2)OC